(((tert-butyldiphenylsilyl)oxy)methyl)-2-methyl-1,2-thiazine 1,1-dioxide [Si](C1=CC=CC=C1)(C1=CC=CC=C1)(C(C)(C)C)OCC=1N(S(C=CC1)(=O)=O)C